N-(3-Methoxy-2-nitrophenyl)tetrahydrofuran-3-amine COC=1C(=C(C=CC1)NC1COCC1)[N+](=O)[O-]